p-phenylene-bis(4,4'-dimethyl-2-oxazoline) C1(=CC=C(C=C1)C=1OCC(N1)(C)C)C=1OCC(N1)(C)C